C(C)(C)(C)N1CC(NCC1)CNC1(CC1)C(=O)OC 4-(tert-butyl)-2-(((1-(methoxycarbonyl)cyclopropyl)amino)methyl)piperazin